(2S)-3-phenyl-2-[(4-phenylbenzoyl)amino]propionic acid C1(=CC=CC=C1)C[C@@H](C(=O)O)NC(C1=CC=C(C=C1)C1=CC=CC=C1)=O